C1(CC1)CN(C(OC(C)(C)C)=O)[C@H]1CN(CCC1)C1=CC(N(C=C1)C(C)N1N=NC(=C1)C=1C=NC=C(C1)NC)=O tert-butyl (cyclopropylmethyl)((3R)-1-(1-(1-(4-(5-(methylamino) pyridin-3-yl)-1H-1,2,3-triazol-1-yl)ethyl)-2-oxo-1,2-dihydropyridin-4-yl)piperidin-3-yl)carbamate